(±)-trans-N-(8-amino-6-(3-(hydroxymethyl)-5-methyl-1H-pyrazol-4-yl)isoquinolin-3-yl)-2-cyanocyclopropanecarboxamide NC=1C=C(C=C2C=C(N=CC12)NC(=O)[C@H]1[C@@H](C1)C#N)C=1C(=NNC1C)CO |r|